(6-((2-((5-(1-ethyl-1H-pyrazol-4-yl)-2-methoxy-4-(4-methylpiperazin-1-yl)phenyl)amino)-7H-pyrrolo[2,3-d]pyrimidin-4-yl)amino)quinoxalin-5-yl)dimethylphosphine oxide C(C)N1N=CC(=C1)C=1C(=CC(=C(C1)NC=1N=C(C2=C(N1)NC=C2)NC=2C(=C1N=CC=NC1=CC2)P(C)(C)=O)OC)N2CCN(CC2)C